3-[(3-chloro-2-methoxyphenyl)amino]-2-[3-[2-(4-methylmorpholin-3-yl)ethynyl]pyridin-4-yl]-1H,5H,6H,7H-pyrrolo[3,2-c]pyridin-4-one ClC=1C(=C(C=CC1)NC1=C(NC2=C1C(NCC2)=O)C2=C(C=NC=C2)C#CC2N(CCOC2)C)OC